BrCC1=NC2=CC(=NC=C2C=C1)Cl 2-(bromomethyl)-7-chloro-1,6-naphthyridine